7-(2-Fluoro-5-methylphenyl)-2-azaspiro[3.5]nonan-2-yl((1s,3s)-3-hydroxy-3-methylcyclobutyl)methanone FC1=C(C=C(C=C1)C)C1CCC2(CN(C2)C(=O)C2CC(C2)(C)O)CC1